1-[3-(4-chlorophenyl)-2-(6-cyano-3-pyridyl)-5-(2-hydroxy-2-methyl-propoxy)pyrazolo[1,5-a]pyrimidin-7-yl]-4-methyl-piperidine-4-carboxamide ClC1=CC=C(C=C1)C=1C(=NN2C1N=C(C=C2N2CCC(CC2)(C(=O)N)C)OCC(C)(C)O)C=2C=NC(=CC2)C#N